FC=1C(=C(C=CC1)NC1=C(NC2=C1C(NCC2)=O)C2=C(C=NC=C2)C#C[C@@H]2N([C@@H](CC2)C)C(C=C)=O)OC 3-[(3-fluoro-2-methoxyphenyl)amino]-2-(3-{2-[(2R,5R)-5-methyl-1-(prop-2-enoyl)pyrrolidin-2-yl]ethynyl}pyridin-4-yl)-1H,5H,6H,7H-pyrrolo[3,2-c]pyridin-4-one